3-cyclopropyl-4-(6-(2,5-difluorophenyl)-6-(4-fluoro-1-oxoisoindolin-2-yl)hexa-1,3-diyne-1-yl)pyrazolo[1,5-a]pyridine-5-carboxamide C1(CC1)C=1C=NN2C1C(=C(C=C2)C(=O)N)C#CC#CCC(N2C(C1=CC=CC(=C1C2)F)=O)C2=C(C=CC(=C2)F)F